(R)-6-(2,2-dimethyl-6-(1-methyl-1H-pyrazol-4-yl)morpholino)-2,3-dimethyl-8-(2,4,5-trifluorophenyl)pyrido[3,4-d]pyrimidin-4(3H)-one CC1(O[C@@H](CN(C1)C1=CC2=C(N=C(N(C2=O)C)C)C(=N1)C1=C(C=C(C(=C1)F)F)F)C=1C=NN(C1)C)C